tert-butyl 4-(6-{2,8-dimethylimidazo[1,2-b]pyridazin-6-yl}-1-oxoisoquinolin-2-yl)piperidine-1-carboxylate CC=1N=C2N(N=C(C=C2C)C=2C=C3C=CN(C(C3=CC2)=O)C2CCN(CC2)C(=O)OC(C)(C)C)C1